FC1=C(C=CC=C1)C=1OC(=CN1)C(=O)N[C@H](C(N[C@H](C(C=1SC=CN1)O)CCC(F)(F)F)=O)C 2-(2-fluorophenyl)-N-((2S)-1-oxo-1-(((2S)-5,5,5-trifluoro-1-hydroxy-1-(thiazol-2-yl)pentan-2-yl)amino)propan-2-yl)oxazole-5-carboxamide